C(C)NC(=O)C1=CC=2N=C(N=C(C2O1)N1C(COCC1)=O)N1N=CC(=C1)C=1C=C(C=CC1)C N-ethyl-2-[4-(m-tolyl)pyrazol-1-yl]-4-(3-oxomorpholin-4-yl)furo[3,2-d]pyrimidine-6-carboxamide